1-[6-(2-hydroxyphenyl)pyridazin-4-yl]-4-(4-methylpyrazol-1-yl)piperidine-4-carboxylic acid OC1=C(C=CC=C1)C1=CC(=CN=N1)N1CCC(CC1)(C(=O)O)N1N=CC(=C1)C